BrCCC(C(=O)OC(C)(C)C)(C)C tert-butyl 4-bromo-2,2-dimethylbutyrate